ClC1=CC=C(C=C1)S(=O)(=O)N1N=C(C(C1)C1=CC=CC=C1)C1=NC=C(C=C1)C#N (E)-N-((4-chlorophenyl)sulfonyl)-3-(5-cyanopyridin-2-yl)-4-phenyl-4,5-dihydro-1H-pyrazol